7-(4-isopropylphenyl)-2H-benzofuran-5-amine C(C)(C)C1=CC=C(C=C1)C1=CC(=CC=2CCOC21)N